C12(C(=O)CC(CC1)C2(C)C)CS(=O)(=O)O racemic-10-camphorsulfonic acid